6-[[5-bromo-2-(3-chloro-2-pyridyl)pyrazole-3-carbonyl]amino]-2,7-dimethyl-1,3-benzoxazole-5-carboxamide BrC=1C=C(N(N1)C1=NC=CC=C1Cl)C(=O)NC1=C(C2=C(N=C(O2)C)C=C1C(=O)N)C